(R)-5-(1-(1,1-difluoropropan-2-yl)-1H-benzo[d][1,2,3]triazol-6-yl)-4-methoxy-N-(2-oxaspiro[3.5]nonan-7-yl)pyrrolo[2,1-f][1,2,4]triazin-2-amine FC([C@@H](C)N1N=NC2=C1C=C(C=C2)C=2C=CN1N=C(N=C(C12)OC)NC1CCC2(COC2)CC1)F